OC1=C(C=CC=C1)C=1NC(=C(N1)C(C)C)C (2-hydroxyphenyl)-4-isopropyl-5-methylimidazole